9-(4-methoxybenzyl)-1,5-dimethyl-9-azabicyclo[3.3.1]nonan-3-one COC1=CC=C(CN2C3(CC(CC2(CCC3)C)=O)C)C=C1